C(CCC(=O)ON1C(CCC1=O)=O)(=O)OOC methoxy succinimidyl succinate